1-Acetyl-N-hydroxy-N-(4-((4-(4-(trifluoromethyl)piperidin-1-yl)phenyl)amino)benzyl)azetidine-3-carboxamide C(C)(=O)N1CC(C1)C(=O)N(CC1=CC=C(C=C1)NC1=CC=C(C=C1)N1CCC(CC1)C(F)(F)F)O